ClC1=CC(=C(N=N1)C(=O)O)NC1=NC=CC=2C=3C([C@@H](N(C12)C)C)=NN(N3)C (S)-6-chloro-4-((2,4,5-trimethyl-4,5-dihydro-2H-[1,2,3]triazolo[4,5-c][1,7]naphthyridin-6-yl)amino)pyridazine-3-carboxylic acid